C(C)(C)(C)[Si](C)(C)OC1=CC=C(C=C1)[SiH](C)C t-butyl-(4-(dimethylsilyl)phenoxy)dimethylsilane